NC1=C(C=C(C=C1)CC1=CC(=CC=C1)F)C1=CC(=CC=C1Cl)C(=O)OCC ethyl 2'-amino-6-chloro-5'-[(3-fluorophenyl)methyl]-[1,1'-biphenyl]-3-carboxylate